N'-(2-chloroacetyl)benzohydrazide C1=CC=C(C=C1)C(=O)NNC(=O)CCl